(R)-N-(3-(1-((6-hydroxy-2,8,8-trimethyl-8,9-dihydrofuro[2,3-h]quinazolin-4-yl)amino)ethyl)-5-(trifluoromethyl)phenyl)acetamide OC=1C=C2C(=NC(=NC2=C2C1OC(C2)(C)C)C)N[C@H](C)C=2C=C(C=C(C2)C(F)(F)F)NC(C)=O